tetrahydro-2H-thiopyran-4-carboxylic acid-1,1-dioxide S1(CCC(CC1)C(=O)O)(=O)=O